C(C=C)C1(C(C2=C(S1(=O)=O)C=CC(=C2)[N+](=O)[O-])=O)CC=C 2,2-diallyl-5-nitrobenzo[b]thiophen-3(2H)-one 1,1-dioxide